N-({Carbamoylmethyl-[3-(2-oxo-pyrrolidin-1-yl)-propyl]-carbamoyl}-methyl)-2-[2-(2-fluoro-phenyl)-ethylamino]-N-isobutyl-acetamide C(N)(=O)CN(C(=O)CN(C(CNCCC1=C(C=CC=C1)F)=O)CC(C)C)CCCN1C(CCC1)=O